N1C=CC2=CC(=CC=C12)C=1N=C2N(C(C1)=O)C=C(C=C2)N2CCNCC2 2-(1H-indol-5-yl)-7-(piperazin-1-yl)-4H-pyrido[1,2-a]pyrimidin-4-one